ClC1=NC=C(C(=N1)C1=C(N=C(S1)C1CC(CC1)(O)C)C(F)(F)F)F 3-(5-(2-chloro-5-fluoropyrimidin-4-yl)-4-(trifluoromethyl)thiazol-2-yl)-1-methylcyclopentan-1-ol